COC1=C(C=CC(=C1)NC1CCNCC1)NC1=NC2=C(C=CC=C2C=N1)C1=NC=CC(=C1)NC(C=C)=O N-(2-(2-((2-methoxy-4-(piperidin-4-ylamino)phenyl)amino)quinazolin-8-yl)pyridin-4-yl)acrylamide